ethyl (S)-2-(5-(N-(2-(2-(2-(2-azido ethoxy)ethoxy)ethoxy)ethyl)-1-(isoquinolin-4-yl)piperidine-3-carboxamido)-2-oxopyridin-1(2H)-yl)acetate N(=[N+]=[N-])CCOCCOCCOCCN(C(=O)[C@@H]1CN(CCC1)C1=CN=CC2=CC=CC=C12)C=1C=CC(N(C1)CC(=O)OCC)=O